1-(8-Amino-7-fluoro-6-(8-methyl-2,3-dihydro-1H-pyrido[2,3-b][1,4]oxazin-7-yl)isoquinolin-3-yl)-3-(2-fluorocyclopentyl)urea NC=1C(=C(C=C2C=C(N=CC12)NC(=O)NC1C(CCC1)F)C1=C(C2=C(OCCN2)N=C1)C)F